2-((5-(4-(tert-butyl)phenyl)-1-methyl-1H-1,2,4-triazol-3-yl)methyl)-2-azaspiro[4.4]nonane C(C)(C)(C)C1=CC=C(C=C1)C1=NC(=NN1C)CN1CC2(CC1)CCCC2